Ethyl (2-amino-4-(4-amino-2-fluorophenoxy)pyridin-3-yl)carbamate NC1=NC=CC(=C1NC(OCC)=O)OC1=C(C=C(C=C1)N)F